ClC1=C(C=C(C=C1)N1C[C@]2(C3=NC(=CC=C31)C(=O)N3C(CN(CC3)C3=NC(=C(C(=O)O)C(=C3)C)C)(C)C)C[C@H](CC2)OC)F 6-(4-((1r,3s)-1'-(4-chloro-3-fluorophenyl)-3-methoxy-1',2'-dihydrospiro[cyclopentane-1,3'-pyrrolo[3,2-b]pyridine]-5'-carbonyl)-3,3-dimethylpiperazin-1-yl)-2,4-dimethylnicotinic acid